FC(C1=NC=C(C(=C1)C=1NC2=CC=NC=C2C(C1)=O)C1CCC(CC1)C(F)(F)F)(F)F 2-[2-(trifluoromethyl)-5-[4-(trifluoromethyl)cyclohexyl]-4-pyridinyl]-1H-1,6-naphthyridin-4-one